5-((6-(3-cyclopropyl-4-(7-(tetrahydro-2H-pyran-4-yl)quinoxalin-2-yl)-1H-pyrazol-1-yl)hexyl)amino)-2-(2,6-dioxopiperidin-3-yl)isoindoline-1,3-dione C1(CC1)C1=NN(C=C1C1=NC2=CC(=CC=C2N=C1)C1CCOCC1)CCCCCCNC=1C=C2C(N(C(C2=CC1)=O)C1C(NC(CC1)=O)=O)=O